C(C)C(CN)CCCC 2-ethylhexyl-amine